2-(4-(2-(7-(5-chloropyrimidin-2-yl)-7-azaspiro[3.5]nonan-1-yl)ethoxy)-2-fluorophenyl)acetic acid ClC=1C=NC(=NC1)N1CCC2(CCC2CCOC2=CC(=C(C=C2)CC(=O)O)F)CC1